(E)-4-((8-(4-(2-Cyanovinyl)-2,6-dimethylphenyl)-6-fluoroquinazolin-2-yl)amino)benzonitrile C(#N)/C=C/C1=CC(=C(C(=C1)C)C=1C=C(C=C2C=NC(=NC12)NC1=CC=C(C#N)C=C1)F)C